9-(2-bromo-5-(tert-butyl)-3-iodophenyl)-3,6-di-tert-butyl-9H-carbazole BrC1=C(C=C(C=C1I)C(C)(C)C)N1C2=CC=C(C=C2C=2C=C(C=CC12)C(C)(C)C)C(C)(C)C